4-[1-(2,2-Dimethyl-propyl)-piperidin-4-yl]-N-[4-methyl-3-(4-pyridin-3-yl-pyrimidin-2-ylamino)-phenyl]-benzamide CC(CN1CCC(CC1)C1=CC=C(C(=O)NC2=CC(=C(C=C2)C)NC2=NC=CC(=N2)C=2C=NC=CC2)C=C1)(C)C